methyl 6-azaspiro[2.5]octane-1-carboxylate trifluoroacetate salt FC(C(=O)O)(F)F.C1(CC12CCNCC2)C(=O)OC